C(CCCCCCCCCCCCCCCCC)OC(CC)=O.C(C)(C)(C)C=1C=CC=C(C1O)C(C)(C)C (3,5-di-tert-butyl-4-hydroxybenzene) octadecyl-propionate